C1(CCCC1)C(C)(C)C=1C=C(C=2[C@H]3[C@H](C(OC2C1)(C)C)CC=C(C3)C)O (6Ar,10aR)-3-(2-cyclopentylpropan-2-yl)-6,6,9-trimethyl-6a,7,10,10a-tetrahydrobenzo[c]chromen-1-ol